C(=C)NC1=C(C(=O)OC)C=CC=C1 methyl vinylaminobenzoate